OCC1=C(C=CC=C1)NC=1N=CC2=C(N1)N(C(C=C2C#C[Si](C(C)C)(C(C)C)C(C)C)=O)C2=CC=CC=C2 2-{[2-(Hydroxymethyl)phenyl]amino}-8-phenyl-5-[2-(triisopropylsilyl)ethynyl]pyrido[2,3-d]pyrimidin-7-one